ClC1=CC(=C(C=N1)N1C(C=CC=C1C)=O)C 6'-chloro-4',6-dimethyl-2H-[1,3'-bipyridyl]-2-one